2-chloro-9-((1s,4s)-4-hydroxy-4-methylcyclohexyl)-7-methyl-7,9-dihydro-8H-purin-8-one ClC1=NC=C2N(C(N(C2=N1)C1CCC(CC1)(C)O)=O)C